S1C=CC=2CNCCCC21 5,6,7,8-tetrahydro-4H-thieno[3,2-c]azepine